1-(2-Chloro-7-methylthieno[3,2-d]pyrimidin-4-yl)-N-(3-(4-methylpyridin-3-yl)propyl)piperidin-4-amine ClC=1N=C(C2=C(N1)C(=CS2)C)N2CCC(CC2)NCCCC=2C=NC=CC2C